2-chloro-N-(3-chloro-5-fluoro-phenyl)acetamide sodium [Na].ClCC(=O)NC1=CC(=CC(=C1)F)Cl